(1R,3S,5S)-8-[5-(5-fluoro-2-methoxypyridin-4-yl)-1-[[2-(trimethylsilyl)ethoxy]methyl]pyrazole-3-carbonyl]-8-azabicyclo[3.2.1]octane FC=1C(=CC(=NC1)OC)C1=CC(=NN1COCC[Si](C)(C)C)C(=O)N1[C@@H]2CCC[C@H]1CC2